C1C(CC12CCC2)C2=NN=CO2 5-(spiro[3.3]heptan-2-yl)-1,3,4-oxadiazol